COC=1C=C2C(=CNC2=CC1)CC[NH2+]C(C(=O)[O-])CC(=O)[O-].COC=1C=C2C(=CNC2=CC1)CC[NH3+] 2-(5-methoxy-1H-indol-3-yl)ethan-1-aminium 2-{[2-(5-methoxy-1H-indol-3-yl)ethyl]azaniumyl}butanedioate